FC(C=1C=C(C=CC1F)NC(N(C=1C=NC(=NC1)OC)CC1=NNC(=C1CC(C)(C)O)C(F)(F)F)=O)F (3-(Difluoromethyl)-4-fluorophenyl)-1-((4-(2-hydroxy-2-methylpropyl)-5-(trifluoromethyl)-1H-pyrazol-3-yl)methyl)-1-(2-methoxypyrimidin-5-yl)urea